C(C=C)(=O)N1[C@H](CN(CC1)C1=NC(=NC=2CC(CCC12)N1CCCC2=CC=C(C=C12)OC)OCCN1CCOCC1)CC#N 2-((2S)-1-Acryloyl-4-(7-(7-methoxy-3,4-dihydroquinolin-1(2H)-yl)-2-(2-morpholinoethoxy)-5,6,7,8-tetrahydroquinazolin-4-yl)piperazin-2-yl)acetonitrile